3-(3-(cyclopropylmethyl)-7-((1-methylpiperidin-4-yl)amino)thieno[3,2-c]pyridin-2-yl)prop-2-yn C1(CC1)CC1=C(SC2=C1C=NC=C2NC2CCN(CC2)C)C#CC